ClC1=CC=C(C=C1)C=1C=NN(C1)C12CC(C1)(C2)C(=O)OC methyl 3-(4-(4-chlorophenyl)-1H-pyrazol-1-yl)bicyclo[1.1.1]pentane-1-carboxylate